5-nitro-1H-indole-1,2-dicarboxylic acid di-tert-butyl ester C(C)(C)(C)OC(=O)N1C(=CC2=CC(=CC=C12)[N+](=O)[O-])C(=O)OC(C)(C)C